N1CCC(CC1)C(=O)C1CCNCC1 4-piperidylKetone